2-(3-bromo-5-nitrophenyl)-2,2-difluoroethan-1-ol BrC=1C=C(C=C(C1)[N+](=O)[O-])C(CO)(F)F